(S)-quinuclidin-3-yl (5'-(4-(2-methoxyethoxy)phenyl)-1',3'-dihydrospiro[cyclopropane-1,2'-inden]-1'-yl)carbamate COCCOC1=CC=C(C=C1)C=1C=C2CC3(C(C2=CC1)NC(O[C@@H]1CN2CCC1CC2)=O)CC3